C1(=CC=CC=C1)C1CN=C(N1)SCCN1CCCCC1 1-(2-((5-phenyl-4,5-dihydro-1H-imidazol-2-yl)thio)ethyl)piperidine